3-iodo-N,N-dimethyl-5-(3-methyl-1H-indazol-1-yl)aniline IC=1C=C(N(C)C)C=C(C1)N1N=C(C2=CC=CC=C12)C